methyl 4-(4-cyanophenyl)-1H-pyrrole-2-carboxylate C(#N)C1=CC=C(C=C1)C=1C=C(NC1)C(=O)OC